C(C#C)N1N=CC(=N1)C1=CC=CC=C1 2-Propargyl-4-phenyl-2H-1,2,3-triazole